4'-methyl-biphenyl-2-carboxamide CC1=CC=C(C=C1)C=1C(=CC=CC1)C(=O)N